C(C)(C)(C)OC(=O)NCC1=CC=C(C2=CC=CC=C12)NC(=O)C1=CC2=C(OCCC3=C2SC=C3)C=C1C=1C(=NC(=CC1)C(NCCC)=O)C(=O)OC methyl 3-(9-((4-(((tert-butoxycarbonyl)amino)methyl)naphthalen-1-yl)carbamoyl)-4,5-dihydrobenzo[b]thieno[2,3-d]oxepin-8-yl)-6-(propylcarbamoyl)picolinate